(R)-N-(4-(5-(4-((1-cyanoethyl)amino)-6-(3-cyanopyrrolo[1,2-b]pyridazin-7-yl)pyridin-3-yl)-1,3,4-thiadiazol-2-yl)bicyclo[2.2.2]octan-1-yL)acetamide C(#N)[C@@H](C)NC1=C(C=NC(=C1)C1=CC=C2N1N=CC(=C2)C#N)C2=NN=C(S2)C21CCC(CC2)(CC1)NC(C)=O